C(C1=CC=CC=C1)(=O)C1=CC=C(C=C1)SC1=CC=C(C=C1)C(C(C)(SC1=CC=C(C=C1)C)C)=O 1-[4-(4-benzoylphenylmercapto)phenyl]-2-methyl-2-(4-methylphenylsulfanyl)propane-1-one